C(C)(C)(C)OC(=O)N1CC(C(CC1)(F)F)C1=CN(C(C=C1)=O)C 4,4-difluoro-3-(1-methyl-6-oxo-1,6-dihydropyridin-3-yl)piperidine-1-carboxylic acid tert-butyl ester